4-(1-((1-(2-(2,6-Dioxopiperidin-3-yl)-1,3-dioxoisoindol-5-yl)piperidin-4-yl)methyl)piperidin-4-yl)benzene O=C1NC(CCC1N1C(C2=CC=C(C=C2C1=O)N1CCC(CC1)CN1CCC(CC1)C1=CC=CC=C1)=O)=O